(2S)-3-(2-chlorophenyl)-N-(2-oxospiro[indoline-3,4'-tetrahydropyran]-6-yl)-2-{[2-(pyridin-4-yl)acetyl]amino}acrylamide ClC1=C(C=CC=C1)C=C(C(=O)NC1=CC=C2C(=C1)NC(C21CCOCC1)=O)NC(CC1=CC=NC=C1)=O